C(C)SC1=NC(=CC(=C1C(=O)NCC1=C(C=CC=C1)C1=CC=CC=C1)C)N1CCOCC1 2-Ethylsulfanyl-4-methyl-6-morpholin-4-yl-N-[(2-phenyl-phenyl)-methyl]-pyridine-3-carboxylic acid amide